C(CSSCC(=O)O)(=O)O Dithiodiacetic acid